BrCCCC1(CC1)COC=1C(=CC2=C(N(C[C@H]3N(C2=O)C=C(C3)OS(=O)(=O)C(F)(F)F)C(=O)OCC=C)C1)OC Allyl (S)-8-((1-(3-bromopropyl)cyclopropyl)methoxy)-7-methoxy-5-oxo-2-(((trifluoromethyl)sulfonyl)oxy)-11,11a-dihydro-1H-benzo[e]pyrrolo[1,2-a][1,4]diazepine-10(5H)-carboxylate